N-(2-chloro-3-((3,5-dimethyl-4-oxo-3,4-dihydroquinazolin-6-yl)oxy)-5-fluorophenyl)propane-1-sulfonamide dioctadecyl-3,3'-thiodipropionate (3,3'-thiodipropionate) S(CCC(=O)O)CCC(=O)O.C(CCCCCCCCCCCCCCCCC)OC(CCSCCC(=O)OCCCCCCCCCCCCCCCCCC)=O.ClC1=C(C=C(C=C1OC=1C(=C2C(N(C=NC2=CC1)C)=O)C)F)NS(=O)(=O)CCC